FC1=NC(=CC=C1C1=NN2C(OCCC2)=C1C(=O)OCC)F Ethyl 2-(2,6-difluoropyridin-3-yl)-6,7-dihydro-5H-pyrazolo[5,1-b][1,3]oxazine-3-carboxylate